α-allylbenzoin C(C=C)C(C(C1=CC=CC=C1)=O)(O)C1=CC=CC=C1